OC1=CC=C(C(=O)OC2=CC=C(C=C2)OC(\C=C\C2=CC=3CCC4=CC(=CC=C4C3C=C2)OCCC(CO)CO)=O)C=C1 [4-[(E)-3-[7-[4-hydroxy-3-(hydroxymethyl)butoxy]-9,10-dihydrophenanthren-2-yl]prop-2-enoyl]oxyphenyl] 4-hydroxybenzoate